methyl 3-fluoro-4-hydroxy-benzoate FC=1C=C(C(=O)OC)C=CC1O